OCC=1C=CC(=NC1)C(=O)NC1=C(C(=CC=C1)B1OC(C(O1)(C)C)(C)C)C 5-(Hydroxymethyl)-N-(2-methyl-3-(4,4,5,5-tetramethyl-1,3,2-dioxaborolan-2-yl)phenyl)picolinamide